3,5-dihydro-1H-furo[3,4-c]pyridin-4-one C1OCC=2C(NC=CC21)=O